C(C)[N+](CCCS(=O)(=O)[O-])(C)C 3-[ethyl(dimethyl)ammonio]-1-propanesulfonate